tert-butyl N-[(3R)-1-{[4-methoxy-3-({4-[4-(morpholin-4-yl)-7H-pyrrolo[2,3-d]pyrimidin-6-yl]phenyl}carbamoyl)phenyl]methyl}piperidin-3-yl]carbamate COC1=C(C=C(C=C1)CN1C[C@@H](CCC1)NC(OC(C)(C)C)=O)C(NC1=CC=C(C=C1)C1=CC2=C(N=CN=C2N2CCOCC2)N1)=O